6-[2,2-bis(fluoranyl)-5-azaspiro[2.5]octan-5-yl]-2-methyl-4-oxidanylidene-3,5,7,8-tetrahydroquinazoline-6-carbonitrile FC1(CC12CN(CCC2)C2(CC=1C(NC(=NC1CC2)C)=O)C#N)F